copper(II) phosphate P(=O)([O-])([O-])[O-].[Cu+2].P(=O)([O-])([O-])[O-].[Cu+2].[Cu+2]